FC1=C(OC2=C(N=C(S2)C(=O)OC)C)C=CC(=C1)N1N=C2N(C1=O)[C@H](CC2)C2=CC=CC=C2 methyl (R)-5-(2-fluoro-4-(3-oxo-5-phenyl-6,7-dihydro-3H-pyrrolo[2,1-c][1,2,4]triazol-2(5H)-yl) phenoxy)-4-methylthiazole-2-carboxylate